2-(4-(4-(benzyloxy)-3-isopropylbenzyl)-3,5-dimethylphenoxy)-2-methylpropionic acid C(C1=CC=CC=C1)OC1=C(C=C(CC2=C(C=C(OC(C(=O)O)(C)C)C=C2C)C)C=C1)C(C)C